N-(1-(2-(cyclopropylmethoxy)-5-fluorophenyl)ethyl)-3-(1-methyl-1H-pyrazol-4-yl)pyrazolo[1,5-a]pyrimidin-5-amine C1(CC1)COC1=C(C=C(C=C1)F)C(C)NC1=NC=2N(C=C1)N=CC2C=2C=NN(C2)C